P(=O)([O-])([O-])[O-].[Mn+2].[Li+].P(=O)([O-])([O-])O.[Mn+2] manganese phosphate lithium manganese phosphate